Cl.NCC1CCN(CC1)C(N)=N 4-(aminomethyl)piperidine-1-carboximidamide hydrochloride